(S)-2-(4-(3-Oxohexahydroimidazo[1,5-a]pyrazin-2(3H)-yl)bicyclo[2.1.1]hex-1-yl)acetic acid O=C1N(C[C@H]2N1CCNC2)C21CCC(C2)(C1)CC(=O)O